(6-Bromothiazolo[4,5-b]pyridin-2-yl)carbamic acid tert-butyl ester C(C)(C)(C)OC(NC=1SC=2C(=NC=C(C2)Br)N1)=O